[Al+3].C(C)(C)(C)C1=CC=C(C(=O)[O-])C=C1.C(C)(C)(C)C1=CC=C(C(=O)[O-])C=C1.C(C)(C)(C)C1=CC=C(C(=O)[O-])C=C1 4-tert-butyl-benzoic acid aluminum salt